4-[(6-chloropyridazin-3-yl)methyl]morpholine ClC1=CC=C(N=N1)CN1CCOCC1